C(C)(C)(C)OC(=O)NCCC(=O)NC(C(=O)OC)C(C)O methyl 2-(3-{[(tert-butoxy) carbonyl]Amino} propionylamino)-3-hydroxybutyrate